(2S,3S,4R,SR)-2-(2-((S)-2-methyl-2,3-dihydro-1H-pyrrolo[2,3-b]quinolin-7-yl)ethyl)-5-(4-methyl-7H-pyrrolo[2,3-d]pyrimidin-7-yl)tetrahydrothiophene-3,4-diol C[C@H]1CC=2C(=NC3=CC(=CC=C3C2)CC[C@@H]2S[C@@H]([C@@H]([C@@H]2O)O)N2C=CC3=C2N=CN=C3C)N1 |&1:17|